(S or R)-2-(4,4-difluoro-2-methylpiperidin-1-yl)-N-(2-sulfamoylpyridin-4-yl)-5-(trifluoro-methyl)nicotinamide FC1(C[C@@H](N(CC1)C1=C(C(=O)NC2=CC(=NC=C2)S(N)(=O)=O)C=C(C=N1)C(F)(F)F)C)F |o1:3|